C(C)OC(\C(=C(\C(Cl)(Cl)Cl)/N)\C#N)=O (Z)-3-amino-4,4,4-trichloro-2-cyanobut-2-enoic acid ethyl ester